(S)-2-benzamido-6-hydroxycaproic acid C(C1=CC=CC=C1)(=O)N[C@H](C(=O)O)CCCCO